CC1CC2C3C4C5C6C=CC(C5C(C3C1C2)C4)C6 12-methylhexacyclo[6.6.1.13,6.110,13.02,7.09,14]-4-heptadecene